ClC1=C(C=CC=C1)C(C(C)C=1N(C(C(=C(N1)C(=O)NC=1C=NOC1)OC)=O)C)C=1C=NC(=NC1)C 2-(1-(2-chlorophenyl)-1-(2-methylpyrimidin-5-yl)propan-2-yl)-N-(isoxazol-4-yl)-5-methoxy-1-methyl-6-oxo-1,6-dihydropyrimidine-4-carboxamide